C(C1=CC=CC=C1)NC(CC1=C(C=CC(=C1)CNC(=O)OC(C)(C)C)NC(=O)C1=CC2=C(OCCC3=C2SC=C3)C=C1C=1C(=NC(=CC1)C(NCCC)=O)C(=O)OC)=O methyl 3-(9-((2-(2-(benzylamino)-2-oxoethyl)-4-(((tert-butoxycarbonyl)amino)methyl)phenyl)carbamoyl)-4,5-dihydrobenzo[b]thieno[2,3-d]oxepin-8-yl)-6-(propylcarbamoyl)picolinate